N1=CC=C(C=C1)NC=1C=C(C=CC1)NC(=O)NC1=CC=C(C=C1)NC1=CC=NC=C1 1-(3-(pyridin-4-ylamino)phenyl)-3-(4-(pyridin-4-ylamino)phenyl)urea